C=1(C(=CC=CC1)C(=O)[O-])C1=CC=CC=C1 biphenylate